2-(2-morpholinoethoxy)ethan-1-ol O1CCN(CC1)CCOCCO